FC(C1=C(N=C2N1C=CC=C2)CO)(F)F (3-(trifluoromethyl)imidazo[1,2-a]pyridin-2-yl)methanol